COC1=CC=C(C=C1)S[C@@]1([C@H](O)[C@H](O)[C@@H](CO)O1)N1C=NC=2C(=O)NC(N)=NC12 (4-Methoxyphenylthio)guanosine